BrC1=C(N=C2SCCCN2C1=O)C1=CC=C(C=C1)C(C)(C)C 7-bromo-8-(4-(tert-butyl)phenyl)-3,4-dihydro-2H,6H-pyrimido[2,1-b][1,3]thiazin-6-one